((2-(1H-Indol-4-yl)-4-((R)-3-methylmorpholino)thieno[3,2-d]pyrimidine-7-yl)methyl)pyrrolidin-3-ol N1C=CC2=C(C=CC=C12)C=1N=C(C2=C(N1)C(=CS2)CN2CC(CC2)O)N2[C@@H](COCC2)C